N-(4-(2-isopropoxypropan-2-yl)thiazol-2-yl)-1-(pyridazin-4-ylmethyl)-1H-pyrrole-2-carboxamide C(C)(C)OC(C)(C)C=1N=C(SC1)NC(=O)C=1N(C=CC1)CC1=CN=NC=C1